3-Hydroxy-2,2-Dimethylpropyl-3-Hydroxy-2,2-dimethylpropionate OCC(COC(C(CO)(C)C)=O)(C)C